4-(4-chloro-2-fluoro-phenyl)-2-[(2R,4S)-2-(1-cyclopropylpyrazol-4-yl)tetrahydropyran-4-yl]-7-methyl-pyrido[2,3-d]pyridazin-8-one ClC1=CC(=C(C=C1)C1=CC(=NC=2C(N(N=CC21)C)=O)[C@@H]2C[C@@H](OCC2)C=2C=NN(C2)C2CC2)F